2-(3,5-dichlorophenyl)benzo[d]oxazole-6-carboxylic acid hexahydro-1H-pyrrolizin-1-yl ester C1(CCN2CCCC12)OC(=O)C1=CC2=C(N=C(O2)C2=CC(=CC(=C2)Cl)Cl)C=C1